1-ethyladamantan C(C)C12CC3CC(CC(C1)C3)C2